5-AMINO-PYRIDAZINE-4-CARBOXYLIC ACID NC=1C(=CN=NC1)C(=O)O